O=C1NC(CCC1N1C(C2=CC=CC(=C2C1)NC1CCN(CC1)CCCCCC(=O)O)=O)=O 6-[4-[[2-(2,6-dioxo-3-piperidyl)-1-oxo-isoindolin-4-yl]amino]-1-piperidyl]hexanoic acid